COC(C(CC12CC(C1)(C2)N2C(N1[C@@H](CN(CC1)C(=O)OC(C)(C)C)C2)=O)(C)C)=O tert-butyl (R)-2-(3-(3-methoxy-2,2-dimethyl-3-oxopropyl)bicyclo[1.1.1]pentan-1-yl)-3-oxohexahydroimidazo[1,5-a]pyrazine-7(1H)-carboxylate